BrC1=C(C=C(C=C1)O)CCO 4-bromo-3-(2-hydroxyethyl)phenol